C(C(C)O)O Propane-1,2-Diol